CC(CC1CCC(CC1)S(=O)(=O)N(C)C)(C)NC[C@H](O)C1=CC(=CC=C1)F (R)-2-{1,1-dimethyl-2-[(1s,4S)-4-(dimethylaminosulfonyl)cyclohexyl]ethylamino}-1-(m-fluorophenyl)-1-ethanol